CN1N=C(C=C1N1C([C@@H]2N(CCN(C2)C#N)CC1)=O)C1=CC=CC=C1 (R)-8-(1-methyl-3-phenyl-1H-pyrazol-5-yl)-9-oxooctahydro-2H-pyrazino[1,2-a]pyrazine-2-carbonitrile